COC1=CC=C(C=N1)OC1CCN(CC1)C1=C(C=C2C(=N1)CN(C2)C(C(C)(C)C)=O)C 1-(2-(4-((6-methoxypyridin-3-yl)oxy)piperidin-1-yl)-3-methyl-5,7-dihydro-6H-pyrrolo[3,4-b]pyridin-6-yl)-2,2-dimethylpropan-1-one